2-(4-(8-fluoro-6-vinylquinazolin-2-yl)cyclohexyl)propan-2-ol FC=1C=C(C=C2C=NC(=NC12)C1CCC(CC1)C(C)(C)O)C=C